1-[3-((piperazin-1-yl)methyl)benzyl]-3-bromo-4-[(2,4-difluorobenzyl)oxy]-6-methylpyridin-2(1H)-one N1(CCNCC1)CC=1C=C(CN2C(C(=C(C=C2C)OCC2=C(C=C(C=C2)F)F)Br)=O)C=CC1